3,3-bis-(4-methoxyphenyl)-6,7-dimethoxy-11-(4-trifluoromethylphenyl)-13,13-dimethyl-3H,13H-indeno[2',3':3,4]naphtho[1,2-b]pyran COC1=CC=C(C=C1)C1(C=CC2=C(O1)C=1C=C(C(=CC1C1=C2C(C2=CC(=CC=C21)C2=CC=C(C=C2)C(F)(F)F)(C)C)OC)OC)C2=CC=C(C=C2)OC